N2-cyclohexylpropane-1,2-diamine C1(CCCCC1)NC(CN)C